C(C)(C)(C)OC Methyl tertiary-butyl ether